ClC1=NC=CC(=C1NC)N 2-chloro-N-methylpyridine-3,4-diamine